CC1=CC2=C(C3=CC=CC=C3C=C2C=C1)OC(=O)OCCCCCCCC 2-methyl-9-(n-octyloxycarbonyloxy)anthracene